BrC1=C(C(=C(O[C@H](C(=O)O)C)C(=C1[2H])[2H])C(CC)(F)F)[2H] (S)-2-[4-bromo-2-(1,1-difluoropropyl)(3,5,6-2H3)phenoxy]propionic acid